FC([C@@H](CCCCC1=NC=2NCCCC2C=C1)NC)F (R)-1,1-difluoro-N-methyl-6-(5,6,7,8-tetrahydro-1,8-naphthyridin-2-yl)hexan-2-amine